3-bromo-9-(4-(4-phenylquinazolin-2-yl)phenyl)-9H-carbazole BrC=1C=CC=2N(C3=CC=CC=C3C2C1)C1=CC=C(C=C1)C1=NC2=CC=CC=C2C(=N1)C1=CC=CC=C1